4-[4-(Dimethylamino)phenylazo]benzenesulfonic acid sodium salt [Na+].CN(C1=CC=C(C=C1)N=NC1=CC=C(C=C1)S(=O)(=O)[O-])C